C(CC1=CC=CC=C1)NP(C1=CC(=CC=C1)[Si](CCC)(CCC)CCC)C1=CC(=CC=C1)[Si](CCC)(CCC)CCC N-phenethyl-1,1-bis(3-(tripropylsilyl)phenyl)phosphanamine